C(C)(C)(C)OC(=O)N1CCC2(C=NC3=C2NCN=C3)CC1 dihydrospiro[piperidine-4,7'-pyrrolo[3,2-d]pyrimidine]-1-carboxylic acid tert-butyl ester